7-(bromomethyl)-3-ethyl-6-methylquinolin-2(1H)-one BrCC1=C(C=C2C=C(C(NC2=C1)=O)CC)C